Trimethylene Glycol Monophenyl Ether C1(=CC=CC=C1)OCCCO